diisopropyldithiophosphate phosphorus [P+].C(C)(C)SP(=S)(OC(C)C)[O-]